Rac-dimethylsilyl-(indenyl)(1,5,6,7-tetrahydro-s-indacenyl)hafnium dichloride [Cl-].[Cl-].C[SiH](C)[Hf+2](C1C=CC2=CC=3CCCC3C=C12)C1C=CC2=CC=CC=C12